Cl.Cl.NCC1=CC=C(N)C=C1 4-(aminomethyl)aniline dihydrochloride